FC=1C=C2C(=NC1)NC=C2C2=NC(=CC(=N2)NC2C(C1CCC2CC1)C(=O)OC)C1=CC=C(C=C1)F (+/-)-trans-methyl 3-((2-(5-fluoro-1H-pyrrolo[2,3-b]pyridin-3-yl)-6-(4-fluorophenyl) pyrimidin-4-yl)amino)bicyclo[2.2.2]octane-2-carboxylate